8'-bromo-2-fluoro-3-methyl-4'H-spiro[cyclopropane-1,5'-naphtho[2,1-d]isoxazol]-3'-amine BrC1=CC=C2C3(CC=4C(=NOC4C2=C1)N)C(C3C)F